3-(Tert-butyl)-9-[2-carboxy(4-methyl-4-cyclohexenyl)]carbonyloxyanthracene C(C)(C)(C)C=1C=CC2=C(C3=CC=CC=C3C=C2C1)OC(=O)C1C(CC(=CC1)C)C(=O)O